C1(CC1)C1N(CC2=C(C=C(C=C2C1=O)C)C(C)NC1=C(C(=O)O)C=CC=C1)N1CCC(CC1)(C)C 2-((1-(3-cyclopropyl-2-(4,4-dimethylpiperidin-1-yl)-6-methyl-4-oxo-3,4-dihydroisoquinolin-8-yl)ethyl)amino)benzoic acid